2-(3-((5-((4-(3-((2-((S)-1-hydroxyethyl)-1H-imidazol-1-yl)methyl)isoxazol-5-yl)phenyl)ethynyl)pyridin-2-yl)methyl)-3-azabicyclo[3.1.0]hex-6-yl)acetonitrile O[C@@H](C)C=1N(C=CN1)CC1=NOC(=C1)C1=CC=C(C=C1)C#CC=1C=CC(=NC1)CN1CC2C(C2C1)CC#N